[(2S)-4-[3-fluoro-5-isobutyl-2-(2H-tetrazol-5-yl)phenyl]-2-methyl-piperazin-1-yl]-(2-pyridyl)methanone FC=1C(=C(C=C(C1)CC(C)C)N1C[C@@H](N(CC1)C(=O)C1=NC=CC=C1)C)C=1N=NNN1